O=C1NC(CCC1C1=NN(C2=CC(=C(C=C12)F)N1CCN(CC1)CCC1CCN(CC1)NC(OC(C)(C)C)=O)C)=O tert-butyl (4-(2-(4-(3-(2,6-dioxopiperidin-3-yl)-5-fluoro-1-methyl-1H-indazol-6-yl)piperazin-1-yl)ethyl)piperidin-1-yl)carbamate